C(C)(C)(C)OC(=O)N[C@@H]1C(C=C(C1)C(=O)OCC)(F)F (S)-Ethyl 4-((tert-Butoxycarbonyl)amino)-3,3-difluorocyclopent-1-enecarboxylate